3-[8-(1,4-dioxa-8-azaspiro[4.5]decan-8-yl)-2,3-dihydro-1,4-benzoxazin-4-yl]piperidine-2,6-dione O1CCOC12CCN(CC2)C2=CC=CC=1N(CCOC12)C1C(NC(CC1)=O)=O